(10S)-N-(4-([1,2,4]triazolo[1,5-a]pyridin-7-yloxy)-3-methylphenyl)-8,9,10,11-tetrahydro-7H-6,10-methanopyrimido[4',5':5,6]pyrido[3,2-b][1,4,7]oxadiazonin-4-amine N=1C=NN2C1C=C(C=C2)OC2=C(C=C(C=C2)NC2=NC=NC1=CC=3OC[C@H]4NCCN(C3N=C12)C4)C